Br.Br.ClC=1C=C(C=C2CC[C@@H](CC12)N[C@H](C(=O)NC=1N=CN(C1)C(CNCC(C)(C)C)(C)C)CCC)F (S)-2-(((S)-8-chloro-6-fluoro-1,2,3,4-tetrahydronaphthalen-2-yl)amino)-N-(1-(2-methyl-1-(neopentylamino)propan-2-yl)-1H-imidazol-4-yl)pentanoamide dihydrobromide